9,9-dimethyl-2-(piperazin-1-ylmethyl)-6-propoxy-9,10-dihydroacridine CC1(C2=CC=C(C=C2NC=2C=CC(=CC12)CN1CCNCC1)OCCC)C